(S)-5-((1-(3-Oxo-3-(4-(5-(trifluoromethyl)thiazol-2-yl)piperazin-1-yl)propoxy)propan-2-yl)oxy)-4-(trifluoromethyl)pyridazin-3(2H)-one O=C(CCOC[C@H](C)OC1=C(C(NN=C1)=O)C(F)(F)F)N1CCN(CC1)C=1SC(=CN1)C(F)(F)F